dierythritol triacrylate C(C=C)(=O)O.C(C=C)(=O)O.C(C=C)(=O)O.C([C@H](O)[C@H](O)CO)O.C([C@H](O)[C@H](O)CO)O